tert-butyl 8-chloro-6-(4,4,5,5-tetramethyl-1,3,2-dioxaborolan-2-yl)-4,5-dihydro-2H-1,3-benzoxazepine-3-carboxylate ClC1=CC2=C(CCN(CO2)C(=O)OC(C)(C)C)C(=C1)B1OC(C(O1)(C)C)(C)C